(2,3-epoxycyclohexyl)ethyl-trimethoxysilane Heptadecan-9-yl-8-((3-(allylsulfonamido)propyl)(8-oxo-8-(undecan-3-yloxy)octyl)amino)octanoate CCCCCCCCC(CCCCCCCC)OC(CCCCCCCN(CCCCCCCC(OC(CC)CCCCCCCC)=O)CCCNS(=O)(=O)CC=C)=O.C1(C2C(CCC1)O2)CC[Si](OC)(OC)OC